6-(4-(2-(8-azabicyclo[3.2.1]octan-8-yl)ethyl)piperazin-1-yl)-2-((4-(benzylsulfonyl)phenyl)thio)-5-ethoxy-N-(5-methyl-1H-pyrazol-3-yl)pyrimidin-4-amine C12CCCC(CC1)N2CCN2CCN(CC2)C2=C(C(=NC(=N2)SC2=CC=C(C=C2)S(=O)(=O)CC2=CC=CC=C2)NC2=NNC(=C2)C)OCC